N-(cis-1-(N,N-dimethyl-beta-alanyl)-2-(((cis-4-isopropylcyclohexyl)oxy)methyl)-piperidin-3-yl)methanesulfonamide CN(CCC(=O)N1[C@H]([C@H](CCC1)NS(=O)(=O)C)CO[C@@H]1CC[C@@H](CC1)C(C)C)C